BrCC1=CC(=CC=C1)S(=O)(=O)C (bromomethyl)-3-mesyl-benzene